methyl 3-(2-((1-(naphthalen-1-yl)cyclopropyl)carbamoyl)phenyl)propanoate C1(=CC=CC2=CC=CC=C12)C1(CC1)NC(=O)C1=C(C=CC=C1)CCC(=O)OC